C(#N)C=1C=NC2=CC(=C(C=C2C1N1CCN(CCC1)CCNS(=O)(=O)NC(OC(C)(C)C)=O)OC)OC tert-butyl (N-(2-(4-(3-cyano-6,7-dimethoxyquinolin-4-yl)-1,4-diazepan-1-yl)ethyl)sulfamoyl)carbamate